BrC=1C=2N(C=C(C1)C1CC1)C=C(N2)COC2=NC(=CC(=N2)NC(=O)[C@@H]2[C@H](C2)C2=NC=CC(=N2)C)C (1S,2S)-N-(2-((8-bromo-6-cyclopropylimidazo[1,2-a]pyridin-2-yl)methoxy)-6-methylpyrimidin-4-yl)-2-(4-methylpyrimidin-2-yl)cyclopropane-1-carboxamide